1-(4-methoxyphenyl)-2-methylnaphthalene COC1=CC=C(C=C1)C1=C(C=CC2=CC=CC=C12)C